O[C@@H]1C[C@@H](CCC1)CN(CCCCCCCC(=O)N(CCCCCCCCCC)CCCCCCCCCC)CCCCCCCC(=O)N(CCCCCCCCCC)CCCCCCCCCC 8,8'-((((1r,3s)-3-hydroxycyclohexyl)methyl)azanediyl)bis(N,N-didecyloctanamide)